FC=1C=C(C=NC1OC1=C(N=C(S1)I)C)N1N=C2N(C1=O)C(CC2)C2=CC=CC=C2 2-[5-fluoro-6-(2-iodo-4-methyl-thiazol-5-yl)oxy-3-pyridinyl]-5-phenyl-6,7-dihydro-5H-pyrrolo[2,1-c][1,2,4]triazol-3-one